tert-butyl (1r,5s)-8-(2-phenylpropane-2-yl)-3,8-diazabicyclo[3.2.1]oct-6-ene-3-carboxylate C1(=CC=CC=C1)C(C)(C)N1[C@H]2CN(C[C@@H]1C=C2)C(=O)OC(C)(C)C